C1(CC1)OC[C@H]1N(C(CC1)OC)C(=O)OC(C)(C)C tert-butyl (2S)-2-(cyclopropoxymethyl)-5-methoxypyrrolidine-1-carboxylate